C(C1=CC=CC=C1)OC(=O)N[C@H](CC1=CNC=N1)C(=O)O N(α)-benzyloxycarbonyl-D-histidine